C1(CC1)CC1(NC(NC1=O)=O)CNC(=O)C1=NC(=NO1)C1=CC=CC=C1 N-[(4-(cyclopropylmethyl)-2,5-dioxoimidazolidin-4-yl)methyl]-3-phenyl-1,2,4-oxadiazole-5-carboxamide